5-(3-Chlorophenyl)-N,N-dimethyl-7H-pyrrolo[2,3-d]pyrimidin-4-amine ClC=1C=C(C=CC1)C1=CNC=2N=CN=C(C21)N(C)C